C1(CC1)(C1CC1)CO {[1,1'-bi(cyclopropane)]-1-yl}methanol